Cl.FC1=CC=C(C=C1)NN (4-fluorophenyl)hydrazine HCl